OC1(CC(=CC=C1)O)C1=C(O)C=CC=C1O 1,3-dihydroxyphenyl-(resorcin)